ClC=1C(=CC2=C(N(C(N=C2NCCNC(OC(C)(C)C)=O)=O)C=2C(=NC=CC2C)C(C)C)N1)F tert-butyl (2-((7-chloro-6-fluoro-1-(2-isopropyl-4-methylpyridin-3-yl)-2-oxo-1,2-dihydropyrido[2,3-d]pyrimidin-4-yl)amino)ethyl)carbamate